CC1=CC=C(C(=O)O[C@@H]2[C@](OC(C2)=O)(COC(C2=CC=C(C=C2)C)=O)CC)C=C1 (2R,3S)-2-ethyl-2-(((4-methylbenzoyl)oxy)methyl)-5-oxotetrahydrofuran-3-yl 4-methylbenzoate